4-amino-3-fluoro-6-(7-fluoro-1H-indol-6-yl)pyridine-2-carboxylic acid methyl ester COC(=O)C1=NC(=CC(=C1F)N)C1=CC=C2C=CNC2=C1F